FC1=NC=CC(=C1F)N1CCN(CC1)CC=1C=C2C(N(C(C2=CC1)=O)N1C(NC(CC1)=O)=O)=O 5-((4-(2,3-difluoropyridin-4-yl)piperazin-1-yl)methyl)-2-(2,4-dioxotetrahydropyrimidin-1(2H)-yl)isoindoline-1,3-dione